N-{(3S,4S)-3-methyl-1-[(1r,4S)-4-methoxycyclohexyl]-4-piperidyl}-6-[3-(4-mesyl-2-anisidino)-1-propynyl]-1-(2,2,2-trifluoroethyl)-1H-1,3-benzimidazole-4-carboxamide C[C@H]1CN(CC[C@@H]1NC(=O)C1=CC(=CC=2N(C=NC21)CC(F)(F)F)C#CCNC=2C(OC)=CC=C(C2)S(=O)(=O)C)C2CCC(CC2)OC